2-[6-(4-trifluoromethylsulfonylphenyl)-2-azaspiro[3.3]heptane-2-carbonyl]-7-oxa-2,5-diazaspiro[3.4]octan-6-one FC(S(=O)(=O)C1=CC=C(C=C1)C1CC2(CN(C2)C(=O)N2CC3(C2)NC(OC3)=O)C1)(F)F